O[C@H]1C2(CN(C2)C(=O)[O-])C[C@@H]1[C@@H]1N2C(C3=CC=CC=C13)=CN=C2 (5R,6R)-5-hydroxy-6-((S)-5H-imidazo[5,1-a]isoindol-5-yl)-2-azaspiro[3.3]heptan-2-carboxylate